1-stearoyl-sn-glycero-3-phospho-ethanolamine C(CCCCCCCCCCCCCCCCC)(=O)OC[C@@H](O)COP(=O)(O)OCCN